COC(=O)C=1C(=CC(=NC1)C1=CC(N(C=C1)C1CC1)=C=O)N 4-amino-1'-cyclopropyl-2'-carbonyl-1',2'-dihydro-[2,4'-bipyridine]-5-carboxylic acid methyl ester